CC=1C=2N(C=C(N1)C)N=C(C2)C2=NC1=CC=C(C=C1C(N2)=O)N2CCN(CC2)CC 2-(4,6-Dimethylpyrazolo[1,5-a]pyrazin-2-yl)-6-(4-ethylpiperazin-1-yl)quinazolin-4(3H)-one